OCC1CCN(CC1)C1=CC=C(C=C1)C1=CC2=C(N(C(N2C)=O)C2C(NC(CC2)=O)=O)C=C1 3-(5-{4-[4-(Hydroxymethyl)piperidin-1-yl]phenyl}-3-methyl-2-oxo-1,3-benzodiazol-1-yl)piperidine-2,6-dione